ClC1=C(C=CC2=C1C(=NC(C=1N2C=C(N1)C(=O)OCC)C)C1=C(C=CC=C1F)F)C(F)(F)F ethyl 7-chloro-6-(2,6-difluorophenyl)-4-methyl-8-(trifluoromethyl)-4H-imidazo[1,2-a][1,4]benzodiazepine-2-carboxylate